diisobutyl (2,6-dimethylphenylmethylene)malonate CC1=C(C(=CC=C1)C)C=C(C(=O)OCC(C)C)C(=O)OCC(C)C